1-N-[4-(2,3-dihydro-[1,4]dioxino[2,3-b][1,5]naphthyridin-6-yloxy)phenyl]-1-N'-(4-fluorophenyl)cyclopropane-1,1-dicarboxamide O1CCOC2=NC=3C(=CC=NC3C=C21)OC2=CC=C(C=C2)NC(=O)C2(CC2)C(=O)NC2=CC=C(C=C2)F